iron tetranitrogen [N].[N].[N].[N].[Fe]